SC(CCOCCN1C(N(C(N(C1=O)CCOCCC(C)S)=O)CCOCCC(C)S)=O)C 1,3,5-tris(3-mercaptobutoxyethyl)-1,3,5-triazine-2,4,6-trione